2,2,2-trifluoro-1-(2-methylphenyl)-ethanone oxime FC(C(=NO)C1=C(C=CC=C1)C)(F)F